O[C@@H]1[C@H](C[C@H]([C@@H]1O)N1C2=NC(=NC(=C2N=C1)NCC1=NC=CC=C1)C=1C=NC=C(C1)OC)C(=O)NC (1S,2R,3S,4R)-2,3-dihydroxyl-4-(2-(5-methoxypyridin-3-yl)-6-((pyridin-2-ylmethyl)amino)-9H-purin-9-yl)-N-methylcyclopentaneformamide